6-Chloro-3-[(1R)-1-[2-(6,7-dihydro-4H-pyrazolo[5,1-c][1,4]oxazin-3-yl)-3,6-dimethyl-4-oxo-chromen-8-yl]ethoxy]pyridine-2-carbonitrile ClC1=CC=C(C(=N1)C#N)O[C@H](C)C=1C=C(C=C2C(C(=C(OC12)C=1C=NN2C1COCC2)C)=O)C